3-(4-Methoxyphenyl)-1,5-dimethyl-1H-pyrazol-4-ol COC1=CC=C(C=C1)C1=NN(C(=C1O)C)C